C1(CC1)C1=NNC2=CC(=CC=C12)N1C(N(C(C1=O)(C)C)CC1=CC(=NC=C1)NC(C)C)=O 3-(3-cyclopropyl-1H-indazol-6-yl)-1-((2-(isopropylamino)pyridin-4-yl)methyl)-5,5-dimethylimidazolidine-2,4-dione